[C@@H]12CN(CC(CC1)O2)C2(CC(C2)N2C(C(C1=NC=C(C=C12)Br)(C)C)=O)C 1-((1s,3s)-3-(8-oxa-3-azabicyclo[3.2.1]oct-3-yl)-3-methylcyclobutyl)-6-bromo-3,3-dimethyl-1,3-dihydro-2H-pyrrolo[3,2-b]pyridin-2-one